5-(difluoromethyl)-4'-(trifluoromethyl)[1,1'-biphenyl]-2-carboxylic acid FC(C1=CC=C(C(=C1)C1=CC=C(C=C1)C(F)(F)F)C(=O)O)F